CC1=C(C=2N(C=C1C1=C(C3=C(C=C4C(=N3)[C@]3(CN(CC3)CC(=O)N)CO4)N1)C(C)C)N=CN2)C (S)-2-(6-(7,8-dimethyl-[1,2,4]triazolo[1,5-a]pyridin-6-yl)-5-isopropyl-2H,7H-spiro[furo[3,2-b]pyrrolo[2,3-e]pyridine-3,3'-pyrrolidin]-1'-yl)acetamide